COP(=O)(OC)OC.C(C)N1C=[N+](C=C1)C 1-Ethyl-3-methylimidazolium Trimethylphosphate